OC1=CC=C(C=C1)[C@@H]1[C@H]2[C@@H](C3=CC(=CC=C3O1)O)COC2 (3aS,4S,9bS)-4-(4-Hydroxy-phenyl)-1,3a,4,9b-tetrahydro-3H-2,5-dioxa-cyclopenta[a]naphthalen-8-ol